CON(C(=O)C1CCN(CC1)C(=O)OC(C)(C)C)C tert-butyl 4-(methoxy(methyl)carbamoyl)piperidine-1-carboxylate